C(C)(C)(C)OC(=O)N1C(CCCC1)C=1C=NC(=NC1)NC1C(NC(CC1)=O)=O [2-[(2,6-dioxo-3-piperidyl)amino]pyrimidin-5-yl]piperidine-1-carboxylic acid tert-butyl ester